3-(2-(5-(benzyloxy)-5-oxopentanamido)ethoxy)propanoic acid C(C1=CC=CC=C1)OC(CCCC(=O)NCCOCCC(=O)O)=O